2-(4-(((cyclohexanecarbonyl)thio)methyl)benzoylamino)ethane C1(CCCCC1)C(=O)SCC1=CC=C(C(=O)NCC)C=C1